C[C@@H]1CN(CCO1)C(=N)N (R)-2-methylmorpholine-4-carboxamidine